C(C)(C)(C)OC(=O)N1CCN(CC1)CC1=CC(=CC(=C1)F)N 4-(3-amino-5-fluorobenzyl)piperazine-1-carboxylic acid tert-butyl ester